(tert-butyldiphenylsilyl) (n-butyl) fumarate C(\C=C\C(=O)OCCCC)(=O)O[Si](C1=CC=CC=C1)(C1=CC=CC=C1)C(C)(C)C